4-{[5-(2-benzoylaminobenzo[d]thiazol-6-yl)-3-benzyl-1H-pyrazol-1-yl]methyl}-N-hydroxybenzoamide C(C1=CC=CC=C1)(=O)NC=1SC2=C(N1)C=CC(=C2)C2=CC(=NN2CC2=CC=C(C(=O)NO)C=C2)CC2=CC=CC=C2